Methyl (1R,5S,6R)-3-[5-(5-fluoro-3-iodo-7-methyl-1H-indazol-1-yl)pyridin-2-yl]-3-azabicyclo[3.1.0]hexane-6-carboxylate FC=1C=C2C(=NN(C2=C(C1)C)C=1C=CC(=NC1)N1C[C@H]2C([C@H]2C1)C(=O)OC)I